6-methyldimethoxysilylnorbornane C[Si](C1CC2CCC1C2)(OC)OC